1,2,3-Tribromopropane BrCC(CBr)Br